ClC=1C=C(C=C(C1)F)C(CO)(C)NC1=NC2=C(N1)C=CC=C2CN2C(OC=C2)=N (+)-2-(3-chloro-5-fluorophenyl)-2-({4-[(2-imino-2,3-dihydro-1,3-oxazol-3-yl)methyl]-1H-1,3-benzodiazol-2-yl}amino)propan-1-ol